ClC=1C(=NC2=CC(=CC(=C2N1)[C@@H](C)NC1=C(C(=O)O)C=CC=C1)C)C#N (R)-2-((1-(3-chloro-2-cyano-7-methylquinoxalin-5-yl)ethyl)amino)-benzoic acid